3-[6-[2-[2-(tert-butoxycarbonylamino)ethoxy]phenyl]-5-fluoro-indoline-1-carbonyl]-4-methoxybenzoic acid C(C)(C)(C)OC(=O)NCCOC1=C(C=CC=C1)C1=C(C=C2CCN(C2=C1)C(=O)C=1C=C(C(=O)O)C=CC1OC)F